N(=C=O)[C@@H](C)C=1C=CC(=NC1)C(F)(F)F 5-[(1S)-1-Isocyanatoethyl]-2-(trifluoromethyl)pyridine